FC(C(=O)O)(F)F.C1(NCC=2CNCCC21)=O 2,3,4,5,6,7-hexahydro-1H-pyrrolo[3,4-c]pyridin-1-one trifluoroacetate salt